6-chloro-4-oxo-N-(3-{4-[6-(triiodomethyl)pyridin-3-yl]-1H-imidazol-1-yl}bicyclo[1.1.1]pentan-1-yl)-3,4-dihydro-2H-1-benzopyran-2-carboxamide ClC=1C=CC2=C(C(CC(O2)C(=O)NC23CC(C2)(C3)N3C=NC(=C3)C=3C=NC(=CC3)C(I)(I)I)=O)C1